(4-(methylsulfonyl)phenyl)boric acid CS(=O)(=O)C1=CC=C(C=C1)OB(O)O